COC=1C=CC2=C(C(N([Se]2)C=2C(=C(C=CC2)C2=CC=CC=C2)C)=O)C1 5-methoxy-2-[2-methyl-(1,1'-biphenyl)-3-yl]benzo[1,2-D]isoselenazole-3(2H)-one